NC1=CC=C(C=C1)C1=CC(=C2C=CC3=C(C=C(C4=CC=C1C2=C34)C3=CC=C(C=C3)N)C3=CC=C(C=C3)N)C3=CC=C(C=C3)N 1,3,6,8-tetra(4-aminophenyl)pyrene